CC1=CC=C(C=C1)CCNC(CC1N(C(CC1)=O)CC1=CC=C(C=C1)C)=O N-[2-(4-methylphenyl)ethyl]-2-[1-[(4-methylphenyl)methyl]-5-oxopyrrolidin-2-yl]acetamide